tert-Butyl 4-[(1S)-2-[(4S)-4-benzyl-2-oxo-oxazolidin-3-yl]-1-[(3-bromophenyl)methyl]-2-oxo-ethyl]-3,3-difluoro-pyrrolidine-1-carboxylate C(C1=CC=CC=C1)[C@@H]1N(C(OC1)=O)C([C@@H](CC1=CC(=CC=C1)Br)C1C(CN(C1)C(=O)OC(C)(C)C)(F)F)=O